5-isopropyl-[1,3,4]oxadiazol C(C)(C)C1=NN=CO1